C1(=CC=CC=C1)N(C(O)=O)C1=CNC2=CC=C(C=C12)OCCC1=CC=C(C=C1)C(F)(F)F.C(=C)C1=CC=C(C=C1)C=1CC2=CC=CC=C2C1 2-(4-vinylphenyl)indene phenyl-(5-(4-(trifluoromethyl)phenethoxy)-1H-indol-3-yl)carbamate